(E)-imino(3-methoxypyridin-2-yl)(2-(trifluoromethyl)styryl)-lambda6-sulfanone N=S(=O)(\C=C\C1=C(C=CC=C1)C(F)(F)F)C1=NC=CC=C1OC